(3S)-N-(4-oxazolo[5,4-b]pyridin-2-ylphenyl)-1,1-dioxo-thiacyclopentane-3-carboxamide N1=C(OC2=NC=CC=C21)C2=CC=C(C=C2)NC(=O)[C@H]2CS(CC2)(=O)=O